ClC1=C(C=CC(=C1)Cl)C(C(C(C)C)SC#N)=O 1-(2,4-dichlorophenyl)-3-methyl-2-thiocyanobutan-1-one